(R)-di-tert-butyl 2-aminoadipate N[C@@H](C(=O)OC(C)(C)C)CCCC(=O)OC(C)(C)C